COC(=O)C=1C=NC(=C(C1)C#CCC(C)(C)O)N 6-Amino-5-(4-hydroxy-4-methylpent-1-yn-1-yl)pyridine-3-carboxylic acid methyl ester